O.CC1=CC=C(C=C1)S(=O)(=O)[O-].[NH3+]C([C@@H](C(NO)=O)NC(=O)C1=CC=C(C=C1)C#CC1=CC=C(C=C1)C[NH2+]CCOC)(C)C.CC1=CC=C(C=C1)S(=O)(=O)[O-] [4-[2-[4-[[(1S)-2-azaniumyl-1-(hydroxycarbamoyl)-2-methyl-propyl]carbamoyl]phenyl]ethynyl]phenyl]methyl-(2-methoxyethyl)ammonium 4-methylbenzenesulfonate hydrate